O1COCC2=C1C=CC=C2C(CC(C=O)C)(CC=C(C)C)C 4-(benzo[d][1,3]dioxan-5-yl)-2,4,7-trimethyloct-6-enal